1-bromo-4-(2-(methylsulfonyl)propan-2-yl)benzene BrC1=CC=C(C=C1)C(C)(C)S(=O)(=O)C